[C@@H]12N(CCN[C@H]2C1)C=1C=CC(=NC1F)C(=O)NC |o1:0,5| rel-5-[(1r,6s)-2,5-diazabicyclo[4.1.0]hept-2-yl]-6-fluoro-N-methylpyridine-2-carboxamide